tert-butyl 2-(cyanomethyl)-3-methylpiperazine-1-carboxylate C(#N)CC1N(CCNC1C)C(=O)OC(C)(C)C